C(#N)C=1N=C2C(=CC(N(C2=CC1)C)=O)N(C1=CC=C(C=C1)C1=CC(=CC=C1)C(=O)N)CC1CC1 4'-((6-cyano-1-methyl-2-oxo-1,2-dihydro-1,5-naphthyridin-4-yl)(cyclopropylmethyl)amino)-[1,1'-biphenyl]-3-carboxamide